NCC1=NC(=NC=C1)NS(=O)(=O)N1CCC1 N-[4-(aminomethyl)pyrimidin-2-yl]azetidine-1-sulfonamide